3-(5-(dimethylcarbamoyl)pyridin-3-yl)-3-(5-(2-(5,6,7,8-tetrahydro-1,8-naphthyridin-2-yl)ethoxy)-1H-indazol-1-yl)propionic acid CN(C(=O)C=1C=C(C=NC1)C(CC(=O)O)N1N=CC2=CC(=CC=C12)OCCC1=NC=2NCCCC2C=C1)C